C1(=CC=CC=C1)P(C1=C(C=CC=C1)C=1C(=CC=C(C1)C)C(=O)NC1=C(C=CC=C1)F)C1=CC=CC=C1 2'-(diphenylphosphino)-N-(2-fluorophenyl)-5-methyl-[1,1'-biphenyl]-2-carboxamide